C(CCC)NC([O-])=O (butyl)carbamate